C(C1=CC=CC=C1)OC(=O)N1CCN(CC1)C(=O)OC1CCN(CC1)C(=O)OC(C)(C)C O1-benzyl-O4-(1-tert-butoxycarbonyl-4-piperidinyl)piperazine-1,4-dicarboxylic acid